C(C1=CC=CC=C1)N1C(C=2C=C(C(=NC2C=C1)C)C(=O)NCC1=NC=CC=C1)=O 6-benzyl-2-methyl-5-oxo-N-(pyridin-2-ylmethyl)-5,6-dihydro-1,6-naphthyridine-3-carboxamide